FC(S(=O)(=O)ON1C(C=2C(C1=O)=CC=CC2)=O)(F)F N-(trifluoromethylsulfonyloxy)phthalimide